C(#N)C=1C=NN2C1C(=CC(=C2)OCCNC(OC(C)(C)C)=O)B2OC(C(O2)(C)C)(C)C tert-butyl (2-((3-cyano-4-(4,4,5,5-tetramethyl-1,3,2-dioxaborolan-2-yl)pyrazolo[1,5-a]pyridin-6-yl)oxy)ethyl)carbamate